NC=1C(=C(C=CC1N)C1(CC(C1)(F)F)C(=O)N1CC(C1)(F)F)F [1-(3,4-diamino-2-fluorophenyl)-3,3-difluorocyclobutyl](3,3-difluoroazetidin-1-yl)-methanone